(4-(4-acetylamino-5-(3-fluoro-4-((6-methylpyridin-2-yl)oxy)phenyl)-7,8-dihydro-6H-imidazo[1',2':1,5]pyrrolo[2,3-d]pyrimidin-6-yl)pyridin-2-yl)carbamic acid tert-butyl ester C(C)(C)(C)OC(NC1=NC=CC(=C1)N1CCN2C1=C(C1=C2N=CN=C1NC(C)=O)C1=CC(=C(C=C1)OC1=NC(=CC=C1)C)F)=O